9-(methyl-(7H-pyrrolo[2,3-d]pyrimidin-4-yl)amino)-N-(1-methyl-1H-pyrazol-3-yl)-3-azaspiro[5.5]undecane-3-carboxamide CN(C1CCC2(CCN(CC2)C(=O)NC2=NN(C=C2)C)CC1)C=1C2=C(N=CN1)NC=C2